C(C)C1=CC=C(OC2=CC=C(C(=O)N3CCN(CC3)C=3C=CC(=NC3)N)C=C2)C=C1 5-{4-[4-(4-ethylphenoxy)benzoyl]piperazin-1-yl}pyridin-2-amine